7-{[(3S)-3-(morpholin-4-ylmethyl)-3,4-dihydroisoquinolin-2(1H)-yl]carbonyl}-3,4-dihydroisoquinoline-2(1H)-carboxylic acid 4-methylphenyl ester CC1=CC=C(C=C1)OC(=O)N1CC2=CC(=CC=C2CC1)C(=O)N1CC2=CC=CC=C2C[C@H]1CN1CCOCC1